thiazolo[5,4-D]pyrimidine N1=CSC=2N=CN=CC21